C1(=CC=C(C=C1)[Te][Te]C1=CC=C(C=C1)C)C bis-4-tolylditelluride